OC1=NC=NC=C1C(=O)NCC=1OC2=C(C1)C=C(C=C2C(=O)O)C 2-((4-Hydroxypyrimidine-5-carboxamido)methyl)-5-methylbenzofuran-7-carboxylic acid